(E)-Ethyl 2-hydroxy-4-[(naphthalen-4-yl)methoxy]cinnamate OC1=C(/C=C/C(=O)OCC)C=CC(=C1)OCC1=CC=CC2=CC=CC=C12